C1(=CC=CC=C1)N1C(C(=CC(=C1)CC)CC)CCC N-phenyl-2-propyl-3,5-diethyl-1,2-dihydropyridine